NC=1C=CC(=C(C(=O)N(C=2C(=C(C(=CC2)F)N(C(OC(C)(C)C)=O)C)F)C)C1)Cl tert-Butyl N-[3-[(5-amino-2-chloro-benzoyl)-methyl-amino]-2,6-difluorophenyl]-N-methyl-carbamate